p-bis(2-hydroxyethoxy)benzene OCCOC1=CC=C(C=C1)OCCO